C(#N)C1=CC(=C(C=C1)COC1=NC=2CN(CCC2C=C1C(F)(F)F)CC1=NC2=C(N1C[C@H]1OCC1)C(=C(C=C2)C(=O)O)F)F 2-({2-[(4-cyano-2-fluorophenyl)methoxy]-3-(trifluoromethyl)-5,6,7,8-tetrahydro-1,7-naphthyridin-7-yl}methyl)-7-fluoro-1-{[(2S)-oxetan-2-yl]methyl}-1H-1,3-benzodiazole-6-carboxylic acid